N-(3-(3-azabicyclo[3.1.1]heptan-3-yl)-4-(4-(6-(4,4-difluoropiperidin-1-yl)pyridin-2-yl)-1H-1,2,3-triazol-1-yl)phenyl)methanesulfonamide C12CN(CC(C1)C2)C=2C=C(C=CC2N2N=NC(=C2)C2=NC(=CC=C2)N2CCC(CC2)(F)F)NS(=O)(=O)C